N[C@H]1CS(C2=C(N(C1=O)CC1=CC=C(C=C1)Cl)C=C(C(=C2)F)C=2OC(=NN2)C(C(F)(F)F)(C)N)(=O)=O (3R)-3-amino-7-[5-(1-amino-2,2,2-trifluoro-1-methyl-ethyl)-1,3,4-oxadiazol-2-yl]-5-[(4-chlorophenyl)methyl]-8-fluoro-1,1-dioxo-2,3-dihydro-1lambda6,5-benzothiazepin-4-one